5-(2-ethoxy-3-pyridinyl)-N-[(1-ethylpyrazol-4-yl)methyl]-1-isopropyl-3-methyl-pyrazolo[4,3-b]pyridin-7-amine C(C)OC1=NC=CC=C1C1=CC(=C2C(=N1)C(=NN2C(C)C)C)NCC=2C=NN(C2)CC